4-tert-butyl-5-methoxy-1,2-benzoquinone C(C)(C)(C)C1=CC(C(C=C1OC)=O)=O